9-Chloro-7-fluoro-8-(5-fluoro-3-methyl-1H-indol-7-yl)-1,4,4-trimethyl-5H-[1,2,4]triazolo[4,3-a]quinoxaline ClC=1C(=C(C=C2NC(C=3N(C12)C(=NN3)C)(C)C)F)C=3C=C(C=C1C(=CNC31)C)F